O=C1NC2=CC=CC=C2C(N1CC(=O)NC(C)C=1SC=CN1)=O 2-(2,4-dioxo-1,4-dihydroquinazolin-3(2H)-yl)-N-(1-(thiazol-2-yl)ethyl)acetamide